4-chloro-7-cyclopropyl-thieno[3,2-d]Pyrimidine ClC=1C2=C(N=CN1)C(=CS2)C2CC2